(S)-1,4-Dimethyl-8-(1-methyl-1H-pyrazol-4-yl)-4,5-dihydro-6H-benzo[f][1,2,4]triazolo[4,3-a][1,4]diazepin-6-one CC1=NN=C2N1C1=C(C(N[C@H]2C)=O)C=C(C=C1)C=1C=NN(C1)C